L-glutamyl-cysteine N[C@@H](CCC(=O)O)C(=O)N[C@@H](CS)C(=O)O